NC1=NC2=C(C(=CC=C2C(=C1)NCCCO)C1=CC=NN1)F 3-((2-amino-8-fluoro-7-(1H-pyrazol-5-yl)quinolin-4-yl)amino)propan-1-ol